2-CHLORO-5-(TRIFLUOROMETHYL)BENZYLISOCYANIDE ClC1=C(C[N+]#[C-])C=C(C=C1)C(F)(F)F